C1=CC=CC2=CC3=CC=CC=C3C=C12 (1E,1'e)-anthracene